CC1=C(C=NC=2OCCNC21)N2CC=1N=C(N=CC1CC2)NC2=CC=C(C=C2)CNC 7-{8-methyl-1H,2H,3H-pyrido[2,3-b][1,4]oxazin-7-yl}-N-{4-[(methylamino)methyl]phenyl}-5H,6H,7H,8H-pyrido[3,4-d]pyrimidin-2-amine